7-(2,3-dichlorophenyl)-N-[(1S)-2,3-dihydro-1H-inden-1-yl]-6-methyl-3-(propan-2-yl)pyrazolo[5,1-b][1,3]thiazole-2-carboxamide ClC1=C(C=CC=C1Cl)C=1C(=NN2C1SC(=C2C(C)C)C(=O)N[C@H]2CCC1=CC=CC=C21)C